C1(CC1)NC(C1=CC(=C(C=C1)C)C=1C=NC(=C(C1)OC)NCCO)=O N-cyclopropyl-3-(6-((2-hydroxyethyl)amino)-5-methoxypyridin-3-yl)-4-methylbenzamide